(2R,3R,4S,5R)-2-(2-chloro-6-(3-phenyl-2-azaspiro[4.5]decan-2-yl)-9H-purin-9-yl)-5-(hydroxymethyl)tetrahydrofuran-3,4-diol ClC1=NC(=C2N=CN(C2=N1)[C@@H]1O[C@@H]([C@H]([C@H]1O)O)CO)N1CC2(CC1C1=CC=CC=C1)CCCCC2